N[C@@H](CCC(=O)O)C(=O)N[C@@H](CS)C(=O)NCC(=O)O Glutamyl-L-Cysteinyl-Glycine